tert-butyl (R)-((4-(3-((tert-butyldiphenylsilyl)oxy)pyrrolidin-1-yl)-1-(4-(trifluoromethoxy)phenyl)-1H-pyrazolo[3,4-b]pyridin-3-yl)methyl)carbamate [Si](C1=CC=CC=C1)(C1=CC=CC=C1)(C(C)(C)C)O[C@H]1CN(CC1)C1=C2C(=NC=C1)N(N=C2CNC(OC(C)(C)C)=O)C2=CC=C(C=C2)OC(F)(F)F